C(C)(CC)C=1N=C(N2N=C(C=C(C21)NCC2=CC=C(C=C2)OC)C=2C(=NC=CC2)OCC)C (+)-5-(sec-butyl)-2-(2-ethoxypyridin-3-yl)-N-(4-methoxybenzyl)-7-methylimidazo[1,5-b]pyridazin-4-amine